ClC1=C(C=C(C(=C1)C(=O)OC)C=O)N1[C@@H](CN(CC1)C(=O)OC(C)(C)C)C tert-butyl (3R)-4-(2-chloro-5-formyl-4-(methoxycarbonyl)phenyl)-3-methylpiperazine-1-carboxylate